C(C)NC(NC(C(=O)N(OC)C#N)=O)=O (E)-2-(3-ethylureido)-N-methoxy-2-oxoacetamido cyanide